perfluorodioxole FC1(OC(=C(O1)F)F)F